6-(5-bromo-1-((trans)-4-methoxycyclohexyl)-1H-benzo[d]imidazol-2-yl)piperidine-2-one BrC1=CC2=C(N(C(=N2)C2CCCC(N2)=O)[C@@H]2CC[C@H](CC2)OC)C=C1